tert-Butyl 2-bromothiazole-5-carboxylate BrC=1SC(=CN1)C(=O)OC(C)(C)C